N-(2-methylpyrazol-3-yl)-6-thieno[2,3-d]pyrimidin-4-yl-7,8-dihydro-5H-1,6-naphthyridin-3-amine CN1N=CC=C1NC=1C=NC=2CCN(CC2C1)C=1C2=C(N=CN1)SC=C2